N-(2-(3,3-difluoropyrrolidin-1-yl)-4-(2-fluoro-phenyl)pyridin-3-yl)-2-(isoxazolidin-2-yl)pyrimidine-5-carboxamide FC1(CN(CC1)C1=NC=CC(=C1NC(=O)C=1C=NC(=NC1)N1OCCC1)C1=C(C=CC=C1)F)F